trans-2,4-decadienal C(\C=C\C=CCCCCC)=O